5-((6-chloroimidazo[1,2-b]pyridazin-3-yl)ethynyl)-N-(4-((4-methylpiperazin-1-yl)methyl)-3-(trifluoromethyl)phenyl)nicotinamide ClC=1C=CC=2N(N1)C(=CN2)C#CC=2C=NC=C(C(=O)NC1=CC(=C(C=C1)CN1CCN(CC1)C)C(F)(F)F)C2